(6-(4-((1H-indazol-5-yl)amino)pyrimidin-2-yl)-1H-indol-2-yl)(4-(pyridin-4-yl)piperazin-1-yl)methanone N1N=CC2=CC(=CC=C12)NC1=NC(=NC=C1)C1=CC=C2C=C(NC2=C1)C(=O)N1CCN(CC1)C1=CC=NC=C1